1-(2-Dimethylaminoethyl)-4-methylpiperazine CN(CCN1CCN(CC1)C)C